mono-octyl-diphenylamine C(CCCCCCC)N(C1=CC=CC=C1)C1=CC=CC=C1